COC1=C(C(=CC(=C1)C(F)(F)F)C)C1=CC=C2C(=N1)N=C(O2)N2CCOCC2 5-[2-methoxy-6-methyl-4-(trifluoromethyl)phenyl]-2-morpholino-oxazolo[4,5-b]pyridine